BrC1=CC=C(C=C1)N1NC2=CC=CC=C2C1=O 2-(4-bromophenyl)-indazol-3-one